COC1=CC=C(COC2=NN3C(C=CC=C3)=C2C(=O)NC2=C(C=C(C(=C2)C)OC2=CC=CC=C2)OC(CC)CC)C=C1 2-((4-Methoxybenzyl)oxy)-N-(5-methyl-2-(pentan-3-yloxy)-4-phenoxyphenyl)pyrazolo[1,5-a]pyridine-3-carboxamide